3-(4-hydroxy-3-methoxyphenyl)propanoic acid OC1=C(C=C(C=C1)CCC(=O)O)OC